N-((S)-2-((4-((S)-1-(5,5-difluoro-2-oxotetrahydropyrimidin-1(2H)-yl)-2-methoxyethyl)pyridin-2-yl)amino)-1-(4,4-difluorocyclohexyl)-2-oxoethyl)-4-ethylisoxazole FC1(CNC(N(C1)[C@H](COC)C1=CC(=NC=C1)NC([C@H](C1CCC(CC1)(F)F)N1OC=C(C1)CC)=O)=O)F